6-chloro-purine ClC1=C2NC=NC2=NC=N1